FC(C(=O)O)(F)F.C1(CCCC1)NC1C2=C(C=3N(CC1)N=NC3C)C=CC(=C2)C=2C=NN(C2)C N-cyclopentyl-1-methyl-9-(1-methyl-1H-pyrazol-4-yl)-6,7-dihydro-5H-benzo[c][1,2,3]triazolo[1,5-a]azepin-7-amine 2,2,2-trifluoroacetate